ClC1=CC(=C(C=N1)C1=NC=C(C=C1F)CN1CCCCC1)N[C@H](CCO)C (S)-3-((6'-chloro-3-fluoro-5-(piperidin-1-ylmethyl)-[2,3'-bipyridin]-4'-yl)amino)butan-1-ol